ClC=1C(=C(C=CC1F)[C@@H](NC(=O)N1[C@@H](C(NCC1)=O)CO)C1CC(C1)C(F)(F)F)F (R)-N-((S)-(3-chloro-2,4-difluorophenyl)((1r,3S)-3-(trifluoromethyl)cyclobutyl)-methyl)-2-(hydroxymethyl)-3-oxopiperazine-1-carboxamide